tetrahydropyridazin N1NCCC=C1